2-([(2R,7aS)-2-fluoro-hexahydropyrrolizin-7a-yl]methoxy)-7-bromo-6-chloro-5-[(2R)-2-[(2,2-difluoroethyl)amino]-2-(1,3-oxazol-5-yl)ethoxy]-8-fluoroquinazolin-4-ol F[C@@H]1C[C@@]2(CCCN2C1)COC1=NC2=C(C(=C(C(=C2C(=N1)O)OC[C@H](C1=CN=CO1)NCC(F)F)Cl)Br)F